CN(C)\C=C\1/C(CCC1)=O (Z)-2-((dimethylamino)methylene)cyclopentane-1-one